ClC1=C(C=C2C=C(NC2=C1)C=1C=CC(N(C1)C)=O)C=1C=NC=C(C1)OC 5-(6-chloro-5-(5-methoxypyridin-3-yl)-1H-indol-2-yl)-1-methylpyridin-2(1H)-one